C=CC(=O)NC1CC2CCC1C2 N-(exo-norborn-2-yl)acrylamide